(1R,4R)-N1-(4-(5-(cyclopropyl-methyl)-1-(tetrahydro-2H-pyran-3-yl)-1H-pyrazol-4-yl)pyrimidin-2-yl)cyclohexane-1,4-diamine C1(CC1)CC1=C(C=NN1C1COCCC1)C1=NC(=NC=C1)NC1CCC(CC1)N